2-(dimethylamino)-2-keto-acetic acid CN(C(C(=O)O)=O)C